ClC=1C=C2C(=NC1OC)C(=C(N2C)C=2NC(=NN2)[C@H](COC)O)N2C=NC=C2 (R)-1-(5-(6-chloro-3-(1H-imidazol-1-yl)-5-methoxy-1-methyl-1H-pyrrolo[3,2-b]pyridin-2-yl)-4H-1,2,4-triazol-3-yl)-2-methoxyethan-1-ol